3-Methyl-2-(6-{5-[(7S)-7-{3-oxa-6-azabicyclo[3.1.1]heptan-6-yl}-6,7,8,9-tetrahydro-5H-benzo[7]annulen-2-yl]-1H-pyrrolo[2,3-b]pyridin-3-yl}pyridin-3-yl)benzonitrile CC=1C(=C(C#N)C=CC1)C=1C=NC(=CC1)C1=CNC2=NC=C(C=C21)C=2C=CC1=C(CC[C@H](CC1)N1C3COCC1C3)C2